Methyl 2-(((1H-indazol-5-yl) methyl) (1-(3-fluoropyridin-2-yl) ethyl) amino)-2-oxoacetate N1N=CC2=CC(=CC=C12)CN(C(C(=O)OC)=O)C(C)C1=NC=CC=C1F